N-methyl-acrylamide CNC(C=C)=O